NC1=C(C(NC2=C(C=CC=C12)C=1C=NC=C(C1)CO)=O)C(=O)NCCC 4-amino-8-[5-(hydroxymethyl)-3-pyridinyl]-2-oxo-N-propyl-1H-quinoline-3-carboxamide